fluorine zirconium salt [Zr].[F]